C(C1=CC=CC=C1)OC1=CC(=C(C=C1)Br)OCC1=CC=CC=C1 1,3-dibenzyloxy-4-bromobenzene